C(C)(C)(C)C1=CC=C(CNC[C@@H]([C@H](CC2=CC=CC=C2)NC(=O)C2C3=CC=CC=C3C=3C=CC=CC23)O)C=C1 N-((2S,3S)-4-((4-(tert-butyl)benzyl)amino)-3-hydroxy-1-phenylbutan-2-yl)-9H-fluoren-9-carboxamide